O1C(=NC2=C1C=CC=C2)C[C@@H](C(=O)NC2(CC2)C#N)NC(C2=NC(=CC=C2)C)=O (S)-N-(3-(benzo[d]oxazol-2-yl)-1-((1-cyanocyclopropyl)amino)-1-oxopropan-2-yl)-6-methylpicolinamide